4-(3,4-dimethoxyphenyl)-4,5,6,7-tetrahydrothieno[2,3-c]pyridine COC=1C=C(C=CC1OC)C1C2=C(CNC1)SC=C2